C(C)(C)(C)OC(=O)N1CCC(CC1)C(CC)(O)C=1C=C(C(=C(C(=O)O)C1)C(C1=CC=C(C=C1)Cl)=O)F 5-(1-{1-[(tert-butoxy)carbonyl]piperidin-4-yl}-1-hydroxypropyl)-2-(4-chlorobenzoyl)-3-fluorobenzoic acid